C(#N)C1=CC(=C(C=C1)C1C(=C(NC=2C(=CNC(C12)=O)C)C)C(=O)OCCOC)OC 2-methoxyethyl 4-(4-cyano-2-methoxyphenyl)-2,8-dimethyl-5-oxo-1,4,5,6-tetrahydro-1,6-naphthyridine-3-carboxylate